tert-butyl 4-[5-amino-4-chloro-6-(2-trimethylsilylethynyl)-2-pyridyl]-3,6-dihydro-2H-pyridine-1-carboxylate NC=1C(=CC(=NC1C#C[Si](C)(C)C)C=1CCN(CC1)C(=O)OC(C)(C)C)Cl